FC=1C=CC(=NC1)C1=CNC2=NC=CC(=C21)N2CC1(CCCCN1)CCC2 8-[3-(5-fluoro-2-pyridyl)-1H-pyrrolo[2,3-b]pyridin-4-yl]-1,8-diazaspiro[5.5]undecane